(S)-1-(6-(4-((((2-(2-Amino-pyrimidin-5-yl)-7-methyl-4-morpholinothieno[3,2-d]pyrimidin-6-yl)methyl)(methyl)amino)methyl)phenyl)-2-methyl-3,4-dihydroquinolin-1(2H)-yl)ethan-1-one NC1=NC=C(C=N1)C=1N=C(C2=C(N1)C(=C(S2)CN(C)CC2=CC=C(C=C2)C=2C=C1CC[C@@H](N(C1=CC2)C(C)=O)C)C)N2CCOCC2